BrC1=C(C(=C(C(=O)N2[C@H](CN(CC2)C(=O)OC(C)(C)C)CO)C=C1)F)F Tert-butyl (3R)-4-(4-bromo-2,3-difluorobenzoyl)-3-(hydroxymethyl)piperazine-1-carboxylate